N[S@](=NC(CC1=C(C(=NC=C1C(C)C)F)C(C)C)=O)(=O)C1=CN=C(S1)C(C)(C)O (R)-N-(amino(2-(2-hydroxypropan-2-yl)thiazol-5-yl)(oxo)-λ6-sulfaneylidene)-2-(2-fluoro-3,5-diisopropylpyridin-4-yl)acetamide